2-(1-(4-Amino-3-(4-methoxyphenyl)-1H-pyrazolo[3,4-d]pyrimidin-1-yl)ethyl)-3-(3-fluorophenyl)-4H-chromen-4-one NC1=C2C(=NC=N1)N(N=C2C2=CC=C(C=C2)OC)C(C)C=2OC1=CC=CC=C1C(C2C2=CC(=CC=C2)F)=O